Rac-cis-2,4-dimethoxy-N-(2-methyl-8'-(2-oxopyrrolidin-1-yl)-4'H-spiro[cyclopropane-1,5'-naphtho[2,1-d]isoxazol]-3'-yl)pyridine-3-sulfonamide COC1=NC=CC(=C1S(=O)(=O)NC1=NOC2=C1CC1(C3=CC=C(C=C32)N3C(CCC3)=O)C(C1)C)OC